7-bromo-6-chloro-2-(ethylthio)-8-fluoroquinazoline BrC1=C(C=C2C=NC(=NC2=C1F)SCC)Cl